ClC1=C(C=O)C(=CC=C1)OC1C(NCCCC1)=O 2-CHLORO-6-[(2-OXOAZEPAN-3-YL)OXY]BENZALDEHYDE